C(CCC)OC(CCC(C)(OOC(C)(C)C)OOC(C)(C)C)=O 4,4-bis(t-butylperoxy)valeric acid-n-butyl ester